(1R,4R)-1-methyl-4-((4-morpholino-6-((5-(5-phenyl-1,3,4-oxadiazol-2-yl)thiazol-2-yl)amino)pyrimidin-2-yl)amino)cyclohexan-1-ol CC1(CCC(CC1)NC1=NC(=CC(=N1)N1CCOCC1)NC=1SC(=CN1)C=1OC(=NN1)C1=CC=CC=C1)O